rac-(R)-3-hydroxy-1-methyl-3-(3-(4-methyl-6-(2-(methylsulfanyl)pyrimidin-4-yl)pyridin-2-yl)isoxazol-5-yl)pyrrolidin-2-one O[C@@]1(C(N(CC1)C)=O)C1=CC(=NO1)C1=NC(=CC(=C1)C)C1=NC(=NC=C1)SC |r|